C(C1=CC=NC=C1)N[C@@H](CO)C(=O)O isonicotinyl-serine